(2R,3R,5R)-4-[[3-(2-Fluoro-6-methoxy-phenyl)-5-methyl-5-(trifluoromethyl)tetrahydrofuran-2-carbonyl]amino]pyridin-2-carboxamid FC1=C(C(=CC=C1)OC)[C@@H]1[C@@H](O[C@](C1)(C(F)(F)F)C)C(=O)NC1=CC(=NC=C1)C(=O)N